(S)-2-((7-((4-cyano-2-fluorobenzyl)oxy)-1-oxo-3,4-dihydroisoquinolin-2(1H)-yl)methyl)-1-((oxetan-2-yl)methyl)-1H-benzo[d]Imidazole-6-carboxylic acid C(#N)C1=CC(=C(COC2=CC=C3CCN(C(C3=C2)=O)CC2=NC3=C(N2C[C@H]2OCC2)C=C(C=C3)C(=O)O)C=C1)F